4-Bromo-7-chloro-2-methyl-pyrazolo[3,4-c]pyridine Sodium hydride [H-].[Na+].BrC=1C=2C(C(=NC1)Cl)=NN(C2)C